1-[2,6-Bis({3-[2-(2-aminoethoxy)ethoxy]propionylamino})hexanamido]-3,6,9,12-tetraoxapentadecane-15-oic acid tert-butyl ester C(C)(C)(C)OC(CCOCCOCCOCCOCCNC(C(CCCCNC(CCOCCOCCN)=O)NC(CCOCCOCCN)=O)=O)=O